4-(4-trifluoromethyl-phenyl)-butan-2-one FC(C1=CC=C(C=C1)CCC(C)=O)(F)F